6-((4-(5-(1H-pyrazol-1-yl)pyridin-3-yl)-1H-1,2,3-triazol-1-yl)methyl)-2-(((tert-Butoxycarbonyl)(cyclobutylmethyl)amino)methyl)-1H-indole-1-carboxylic acid tert-butyl ester C(C)(C)(C)OC(=O)N1C(=CC2=CC=C(C=C12)CN1N=NC(=C1)C=1C=NC=C(C1)N1N=CC=C1)CN(CC1CCC1)C(=O)OC(C)(C)C